ClC=1C(=NC=CC1SC=1N=CC(=NC1)N1CCC2(CC1)[C@@H](C=1C(=NC=CC1)C2)N)F (S)-1'-(5-((3-chloro-2-fluoropyridin-4-yl)thio)pyrazin-2-yl)-5,7-dihydrospiro[cyclopenta[b]pyridine-6,4'-piperidin]-5-amine